C1(CCCCC1)C(C)OC1=C(C(=O)NC2=C(C=C(C=C2)NC(OC(C)(C)C)=O)C)C=C(C(=C1)N1N=C(N(C1=O)C)[C@@H](C)N(CC1=CC=CC=C1)CC1=CC=CC=C1)F tert-butyl {4-[(2-(1-cyclohexylethoxy)-4-{3-[(1R)-1-(dibenzylamino)ethyl]-4-methyl-5-oxo-4,5-dihydro-1H-1,2,4-triazol-1-yl}-5-fluorobenzoyl)amino]-3-methylphenyl}carbamate